sodium N-hexadecyl-L-alanine C(CCCCCCCCCCCCCCC)N[C@@H](C)C(=O)O.[Na]